C(C)(=O)C=1C(=NC(=CC1)Cl)N1N=C(C(=C1)Br)C#N 1-(3-acetyl-6-chloro-2-pyridyl)-4-bromo-pyrazole-3-carbonitrile